NC=1C=C2C(=C(NC2=CC1)C)C 5-amino-2,3-dimethyl-1H-indole